C(C)OC(=O)C1=NNC(=C1C1=NC(=NC=C1F)N1CCN(CC1)C(=O)N1N=CC[C@H]1C1=CC(=CC(=C1)F)C#N)C (S)-4-(2-(4-(5-(3-cyano-5-fluorophenyl)-4,5-dihydro-1H-pyrazole-1-carbonyl)piperazin-1-yl)-5-fluoropyrimidin-4-yl)-5-methyl-1H-pyrazole-3-carboxylic acid ethyl ester